2-(3,3-Dimethylmorpholino)quinoline-6-carbaldehyde CC1(COCCN1C1=NC2=CC=C(C=C2C=C1)C=O)C